ClC=1C=C(C=C(C1)C1=NC=C(C=N1)F)[C@@H]1COCCN1C(C=C)=O (R)-1-(3-(3-chloro-5-(5-fluoropyrimidin-2-yl)phenyl)morpholino)prop-2-en-1-one